1-bromo-4-(1,1-difluoro-5-phenyl-pent-1-en-3-yl)benzene BrC1=CC=C(C=C1)C(C=C(F)F)CCC1=CC=CC=C1